N(=[N+]=[N-])CCC1=C(C=C(C(=C1)OC)OC)CCC1=CC(=C(C=C1)OC)OC 1-(2-azidoethyl)-2-(3,4-dimethoxyphenethyl)-4,5-dimethoxybenzene